C[C@H]1[C@@H](O1)COC(C1=CC=C(C=C1)[N+](=O)[O-])=O [(2S,3S)-3-methyloxiran-2-yl]methyl-4-nitrobenzoate